C1(CC1)CNC(COC=1C=CC=C2C(=NN(C12)C)C1C(NC(CC1)=O)=O)=O N-(cyclopropylmethyl)-2-((3-(2,6-dioxopiperidin-3-yl)-1-methyl-1H-indazol-7-yl)oxy)acetamide